FC=1C=CC=C2C(=C(C=NC12)S(=O)(=O)N1CCC2(C[C@H](CO2)N(C(OC(C)(C)C)=O)C[C@@H](COC2=CC(=CC=C2)S(=O)(=O)C(C)C)O)CC1)O tert-Butyl ((R)-8-((8-Fluoro-4-hydroxyquinolin-3-yl)sulfonyl)-1-oxa-8-azaspiro[4.5]decan-3-yl)((S)-2-hydroxy-3-(3-(isopropylsulfonyl)phenoxy)propyl)carbamate